(S)-3-amino-4-(2,4-dichlorophenyl)butanoic acid N[C@H](CC(=O)O)CC1=C(C=C(C=C1)Cl)Cl